N-(4-(5-chlorothiazol-2-yl)piperidin-4-yl)-4-(trifluoromethoxy)benzenesulfonamide ClC1=CN=C(S1)C1(CCNCC1)NS(=O)(=O)C1=CC=C(C=C1)OC(F)(F)F